N(=[N+]=[N-])CC1=CC=CC(=N1)C=NO 6-(Azidomethyl)pyridinealdoxime